C(=C)C1OC2=CC3=C(C=C2CC1)C=CC=C3 2-vinyl-3,4-dihydro-2H-benzo[g]chromene